2-chloro-6-(cyanomethyl)benzonitrile ClC1=C(C#N)C(=CC=C1)CC#N